[1,6]naphthyridin-8(8aH)-one N1=CC=CC2=CN=CC(C12)=O